4-bromo-1-(2-methoxypropyl)-5-methyl-pyrazole BrC=1C=NN(C1C)CC(C)OC